ClC1=C(C=CC=C1)C=1OC2=C(C(C1)=O)C(=CC(=C2[C@@H]2[C@@H](CN(CC2)C)O)O)O 2-(2-chlorophenyl)-5,7-dihydroxy-8-[(3S,4R)-3-hydroxy-1-methyl-4-piperidinyl]-4-benzopyrone